1-(2,2,2-trifluoroethyl)pyridin-2(1H)-one FC(CN1C(C=CC=C1)=O)(F)F